(S)-quinuclidin-3-yl (7-(2-chloro-4-(trifluoromethyl)phenyl)-3,3-dimethylchroman-4-yl)carbamate ClC1=C(C=CC(=C1)C(F)(F)F)C1=CC=C2C(C(COC2=C1)(C)C)NC(O[C@@H]1CN2CCC1CC2)=O